(2-(4-(3-(5-cyano-1H-indol-3-yl)propyl)piperazin-1-yl)pyrimidin-5-yl)benzamide C(#N)C=1C=C2C(=CNC2=CC1)CCCN1CCN(CC1)C1=NC=C(C=N1)C1=C(C(=O)N)C=CC=C1